CC(CC(CC1C(NC(C1)=O)=O)=C)(CC(C)(C)C)C 3-(4,4,6,6-tetramethyl-2-methylene-heptyl)-pyrrolidine-2,5-dione